6-(3,4-Difluorophenyl)-3-fluoro-pyrazolo[4,3-b]pyridin FC=1C=C(C=CC1F)C=1C=C2C(=NC1)C(=NN2)F